5-(4-(7H-pyrrolo[2,3-d]pyrimidin-4-yl)-3,4-dihydro-2H-1,4-thiazin-6-yl)-4-methyloxazole N1=CN=C(C2=C1NC=C2)N2CCSC(=C2)C2=C(N=CO2)C